[Si](C)(C)(C(C)(C)C)OCCCN1N=C(SC1=O)NC(C1=CN=C(C=C1C1=C(C(=CC=C1OC)Cl)F)C)=O N-(4-(3-((tert-butyldimethylsilyl)oxy)propyl)-5-oxo-4,5-dihydro-1,3,4-thiadiazol-2-yl)-4-(3-chloro-2-fluoro-6-methoxyphenyl)-6-methylnicotinamide